(E)-N'-(5-bromo-6-chloropyridin-2-yl)-N-hydroxyformimidamide BrC=1C=CC(=NC1Cl)/N=C/NO